4-((3,6-dimethoxy-9H-carbazole-9-yl)methyl)phenylboronic acid COC=1C=CC=2N(C3=CC=C(C=C3C2C1)OC)CC1=CC=C(C=C1)B(O)O